C(CCC)(=O)OC=1C(OC(CCC)=O)=CC(=CC1F)CC=C 4-allyl-6-fluorocatechol di-n-butanoate